C(CCCCCCC)(=O)N[C@@H](C)C(=O)O.[K] potassium capryloyl-alanine